ClC=1C=NC=C(C1C(C)OC=1C=C2C(=NNC2=CC1)C1=NC2=C(CN(CC2)C2CCN(CC2)C)N1)Cl 2-(5-(1-(3,5-dichloropyridin-4-yl)ethoxy)-1H-indazol-3-yl)-5-(1-methylpiperidine-4-yl)-4,5,6,7-tetrahydro-3H-imidazo[4,5-c]pyridine